1-[4-chloro-2-(4-chlorophenoxy)-phenyl]-ethanone ClC1=CC(=C(C=C1)C(C)=O)OC1=CC=C(C=C1)Cl